O1COC2=C1C=CC(=C2)C=2N=C(NC2)C2=CC(=NC=C2)Br 4-[4-(1,3-Benzodioxol-5-yl)-1H-imidazol-2-yl]-2-bromopyridine